NC=1C=C(C=C2C=C(N=CC12)NC(=O)[C@H]1[C@@H](C1)C#N)N1C(CNCC1=O)C trans-N-(8-amino-6-(2-methyl-6-oxopiperazin-1-yl)isoquinolin-3-yl)-2-cyanocyclopropane-1-carboxamide